6-chloropyridine-3-carboxaldehyde ClC1=CC=C(C=N1)C=O